((5-chlorothiazol-2-yl) carbamoyl) phenylacetate C1(=CC=CC=C1)CC(=O)OC(NC=1SC(=CN1)Cl)=O